BrC=1C(=NN2C1OC(CC2)C)C2=NC=C(C=C2)F 3-Bromo-2-(5-fluoropyridin-2-yl)-5-methyl-6,7-dihydro-5H-pyrazolo[5,1-b][1,3]oxazine